C(C)C1CCC(C=2SC(=C(C21)C(=O)O)NC2=C(C=C(C=C2)I)F)=O.C(C)(C)(CC)O[Si](O)(OC(C)(C)CC)OC(C)(C)CC tris(tert-pentoxy)silanol ethyl-2-((2-fluoro-4-iodophenyl)amino)-7-oxo-4,5,6,7-tetrahydrobenzo[b]thiophene-3-carboxylate